CN1C(CC(CC1)NC(=O)N1C(\C(\C2=CC=CC=C12)=C\1/NC2=CC=CC=C2C1=O)=O)=O (3Z)-N-(1-methyl-2-oxo-4-piperidyl)-2-oxo-3-(3-oxoindolin-2-ylidene)indoline-1-carboxamide